tert-Butyl 4-(7-(2,4-dioxotetrahydropyrimidin-1(2H)-yl)-1-methyl-1H-indol-3-yl)piperidine-1-carboxylate Sodium ethoxide [O-]CC.[Na+].O=C1N(CCC(N1)=O)C=1C=CC=C2C(=CN(C12)C)C1CCN(CC1)C(=O)OC(C)(C)C